2-(3,5-dimethyl-1H-1,2,4-triazol-1-yl)-3-fluoro-4-(tributylstannyl)pyridine CC1=NN(C(=N1)C)C1=NC=CC(=C1F)[Sn](CCCC)(CCCC)CCCC